ClC=1C=C(OC2CCC(CC2)NC(=O)C=2N=NC(=CC2)N2CCC(CC2)N2CCN(CC2)CC=2C=C3CN(C(C3=CC2)=O)C2C(NC(CC2)=O)=O)C=CC1C#N N-((1r,4r)-4-(3-chloro-4-cyanophenoxy)cyclohexyl)-6-(4-(4-((2-(2,6-dioxopiperidin-3-yl)-1-oxoisoindolin-5-yl)methyl)piperazin-1-yl)piperidin-1-yl)pyridazine-3-carboxamide